2-fluoro-5-methylphenanthridine FC1=CC=2C3=CC=CC=C3CN(C2C=C1)C